O1CCC(CC1)N1C(=NC2=C1C=CC(=C2)C(=O)OCC)NC2=NC1=C(N2)C=CC(=C1)OC(F)(F)F ethyl 1-(tetrahydro-2H-pyran-4-yl)-2-((5-(trifluoromethoxy)-1H-benzo[d]imidazol-2-yl) amino)-1H-benzo[d]imidazole-5-carboxylate